(2R)-1-phenyl-2-propanol C1(=CC=CC=C1)C[C@@H](C)O